1-(benzenesulfonyl)-6-(tetrahydrofuran-2-ylmethoxy)indole C1(=CC=CC=C1)S(=O)(=O)N1C=CC2=CC=C(C=C12)OCC1OCCC1